O1CCN(CC1)C1=NC(=C2C=C(C=NC2=C1)C#N)OC1CCC(CC1)NC1=NC=CC=N1 7-morpholino-5-[4-(pyrimidin-2-ylamino)cyclohexoxy]-1,6-naphthyridine-3-carbonitrile